BrC1=CC(=C(C=C1)[C@H]1COCCCN1C1=NC(=NC(=C1)C)N)Cl (S)-4-[(3S)-3-(4-bromo-2-chloro-phenyl)-1,4-oxazepan-4-yl]-6-methyl-pyrimidin-2-amine